C1(CC1)NC1=C(C(=C(N=N1)C(=O)N[2H])NC1=C(C(=CC=C1)C1=NN(C(=N1)N1C2COCC1CC2)C)OC)C 6-cyclopropylamino-4-{[2-methoxy-3-(1-methyl-5-{3-oxa-8-azabicyclo[3.2.1]oct-8-yl}-1H-1,2,4-triazol-3-yl)phenyl]amino}-N-deutero-methylpyridazine-3-carboxamide